NC1=NN2C(C=C(C=C2)C2=C(C=NN2C(F)F)OC[C@@H]2N(CC2)C(=O)OC(C)(C)C)=C1 tert-butyl (R)-2-(((5-(2-aminopyrazolo[1,5-a]pyridin-5-yl)-1-(difluoromethyl)-1H-pyrazol-4-yl)oxy)methyl)azetidine-1-carboxylate